1-(bicyclo[1.1.1]pent-1-yl)-N-((R)-1-(3-(difluoromethyl)-2-fluorophenyl)ethyl)-4-(((1R,5s,6s)-3-methyl-3-azabicyclo[3.1.1]hept-6-yl)amino)-6-oxo-1,6-dihydropyridine-3-carboxamide C12(CC(C1)C2)N2C=C(C(=CC2=O)NC2[C@@H]1CN(C[C@H]2C1)C)C(=O)N[C@H](C)C1=C(C(=CC=C1)C(F)F)F